C1(CC1)C1=CN=NN1 5-cyclopropyl-1H-1,2,3-triazol